CN1C(=NN=C1C1=NC=NC=C1)CNC=1C=C(C(=O)N[C@H](C)C=2C=C(C(=O)OC)C=CC2)C=CC1 (R)-methyl 3-(1-(3-((4-methyl-5-(pyrimidin-4-yl)-4H-1,2,4-triazol-3-yl)methylamino)benzamido)ethyl)benzoate